C(C1=CC(=CC(=C1O)CCCCCCCCC)C)C1=CC(=CC(=C1O)CCCCCCCCC)C 2,2'-methylenebis(6-nonyl-p-cresol)